2,5-difluoro-4-hydroxy-N-({(1r,4r)-4-[5-(trifluoromethyl)-2H-indazol-2-yl]cyclohexyl}methyl)benzamide FC1=C(C(=O)NCC2CCC(CC2)N2N=C3C=CC(=CC3=C2)C(F)(F)F)C=C(C(=C1)O)F